BrC=1C=C2CCNC(C2=CC1)C1=CC=C(C=C1)F 6-bromo-1-(4-fluorophenyl)-1,2,3,4-tetrahydroisoquinoline